SC1=CC=C2C=CNC2=C1 6-mercapto-1H-indole